N1=CC(=CC=C1)C1NCC2=CC=CC=C12 (pyridin-3-yl)isoindoline